CS(=O)(=O)OCCOCCOCCOCC1=CC=CC=C1 2-[2-(2-benzyloxyethoxy)ethoxy]ethyl methanesulfonate